5-bromo-3-chloro-7-fluoro-2-methylisoquinolin-1(2H)-one BrC1=C2C=C(N(C(C2=CC(=C1)F)=O)C)Cl